[Cr].[Fe] Iron-Chromium